(E)-N-[2-[(3S)-3-(methylamino)pyrrolidin-1-yl]-2-oxoethyl]-3-[4-(trifluoromethyl)phenyl]prop-2-enamide 2,2,2-trifluoroacetate FC(C(=O)O)(F)F.CN[C@@H]1CN(CC1)C(CNC(\C=C\C1=CC=C(C=C1)C(F)(F)F)=O)=O